C(C)(C)(C)NC(C(C(C)C)(O)C=1C=C(N(C1)C)C(=O)NC1=CC(=C(C=C1)F)C)=O 4-(1-(tert-butylamino)-2-hydroxy-3-methyl-1-oxobutan-2-yl)-N-(4-fluoro-3-methylphenyl)-1-methyl-1H-pyrrole-2-carboxamide